(Z)-5-(benzo[d][1,3]dioxol-5-ylmethylene)-2-(methyl-(2-morpholinoethyl)amino)-3,5-dihydro-4H-imidazol-4-one O1COC2=C1C=CC(=C2)\C=C/2\C(NC(=N2)N(CCN2CCOCC2)C)=O